9-bromo-2-(2,4-difluorophenyl)-7-methyl-4H-pyrido[1,2-a]pyrimidin-4-one BrC1=CC(=CN2C1=NC(=CC2=O)C2=C(C=C(C=C2)F)F)C